FC(C(=O)N[C@@H]1C[C@@H](NCC1)C)(COC1=NC=CC=C1C(F)(F)F)F 2,2-difluoro-N-(cis-2-methylpiperidin-4-yl)-3-((3-(trifluoromethyl)pyridin-2-yl)oxy)propanamide